N-hydroxy-4-((3-(2-hydroxyethyl)-2,4-dioxo-3,4-dihydroquinazolin-1(2H)-yl)methyl)benzamide ONC(C1=CC=C(C=C1)CN1C(N(C(C2=CC=CC=C12)=O)CCO)=O)=O